C(C)OC(C(F)(F)C1=CC=C(C=C1)NC(=O)OC(C)(C)C)=O 4-[[(1,1-dimethylethoxy)carbonyl]amino]-α,α-difluorophenylacetic acid ethyl ester